C(C)(C)C=1C(=NNC1C=1C=C(C=2N(C1)N=CN2)OC)C=2SC(=C(N2)C)N2CCC(CC2)NCCC 1-(2-(4-isopropyl-5-(8-methoxy-[1,2,4]triazolo[1,5-a]pyridin-6-yl)-1H-pyrazol-3-yl)-4-methylthiazol-5-yl)-N-propylpiperidin-4-amine